COC(=O)C=1C=C2C=C(N(C2=CC1OC)S(=O)(=O)C1=CC=C(C)C=C1)C.OC1(CC(C1)C(=O)N1CC2(C1)CC(C2)CC2=C(C=CC=C2)OC(F)(F)F)C ((1s,3s)-3-hydroxy-3-methylcyclobutyl)(6-(2-(trifluoromethoxy)benzyl)-2-aza-Spiro[3.3]Hept-2-yl)methanone methyl-6-methoxy-2-methyl-1-tosyl-1H-indole-5-carboxylate